BrCC1=CC(=NS1)C1=CC=CC=C1 5-(bromomethyl)-3-phenylisothiazole